4,5,6,7-tetrahydrobenzo[d]thiazol-6-amine S1C=NC2=C1CC(CC2)N